tert-Butyl 4-((3-methyl-4-((2-methylimidazo[1,2-a]pyridin-7-yl)oxy)phenyl)amino)-5,6-dihydropyrido[4',3':4,5]thieno[2,3-d]pyrimidine-7(8H)-carboxylate CC=1C=C(C=CC1OC1=CC=2N(C=C1)C=C(N2)C)NC=2C1=C(N=CN2)SC2=C1CCN(C2)C(=O)OC(C)(C)C